N-(3-fluorophenyl)-N-((5-(hydrazinocarbonyl)pyridin-2-yl)methyl)thiomorpholine-4-carboxamide 1,1-dioxide FC=1C=C(C=CC1)N(C(=O)N1CCS(CC1)(=O)=O)CC1=NC=C(C=C1)C(=O)NN